C12(CC3CC(CC(C1)C3)C2)P(C2=C(C=CC=C2)N2CCOCC2)C23CC1CC(CC(C2)C1)C3 bis-(1-adamantyl)-2-morpholinophenylphosphine